(3-(decyloxy)-2-(dimethylamino)propoxy)hexadec-7-enoate C(CCCCCCCCC)OCC(COC(C(=O)[O-])CCCCC=CCCCCCCCC)N(C)C